3-tert-Butylphenylboronic acid C(C)(C)(C)C=1C=C(C=CC1)B(O)O